Beryllium carbonate C([O-])([O-])=O.[Be+2]